1,5-diiodohexane ICCCCC(C)I